CC1=NC=2C(=NC(=CC2)C=2C=CN3N=C(N=CC32)NCCOC(C)C)N1C 5-(2,3-dimethyl-3H-imidazo[4,5-b]pyridin-5-yl)-N-(2-isopropoxyethyl)pyrrolo[2,1-f][1,2,4]triazin-2-amine